ClC=1C=C2C(=C(C=NC2=CC1)S(=O)(=O)N1CCOCC1)NC1=C(C(=O)OC)C=C(C=C1)C(C(F)(F)F)(O)O methyl 2-[(6-chloro-3-morpholinosulfonyl-4-quinolyl)amino]-5-(2,2,2-trifluoro-1,1-dihydroxyethyl)benzoate